(-)-17-allyl-4,5a-epoxy-3,14-dihydroxymorphinan-6-one C(C=C)N1[C@H]2[C@@]3(CCC([C@H]4[C@@]3(C=3C(=C(C=CC3C2)O)O4)CC1)=O)O